BrC1=CC=2N=C(N=C(C2N=C1)Cl)C(F)F 7-Bromo-4-chloro-2-(difluoromethyl)pyrido[3,2-d]pyrimidine